(4S)-5-oxo-4-[2-(5-oxo-4H-1,2,4-oxadiazol-3-yl)ethyl]Oxazolidine-3-carboxylic acid 9H-fluoren-9-ylmethyl ester C1=CC=CC=2C3=CC=CC=C3C(C12)COC(=O)N1COC([C@@H]1CCC1=NOC(N1)=O)=O